CC=1C=C(N=NC1N1CC=2C=C(C=NC2CC1)C(F)(F)F)C#N 5-methyl-6-[3-(trifluoromethyl)-7,8-dihydro-5H-1,6-naphthyridin-6-yl]pyridazine-3-carbonitrile